(1R,2S)-2-[3-({[4-(2-Cyclopropylethoxy)-2,6-dimethylphenyl]carbonothioyl}amino)-4-(trifluoromethyl)phenyl]cyclopropanecarboxylic acid C1(CC1)CCOC1=CC(=C(C(=C1)C)C(=S)NC=1C=C(C=CC1C(F)(F)F)[C@@H]1[C@@H](C1)C(=O)O)C